NC1=CC(=C(C=N1)C1CCNCC1)C 6-Amino-4-methyl-3',4',5',6'-tetrahydro-2'H-[3,4']bipyridinyl